2-((3R,4S)-4-((5-chloro-4-methoxypyrrolo[2,1-f][1,2,4]triazin-2-yl)amino)-3-fluoropiperidin-1-yl)ethan-1-ol ClC=1C=CN2N=C(N=C(C21)OC)N[C@@H]2[C@@H](CN(CC2)CCO)F